tert-Butyl N-[(1S)-1-[4-[4-(methoxymethyl)thiazol-5-yl]phenyl]ethyl]carbamate tert-Butyl-N-[(1S)-1-[4-[4-(hydroxymethyl)thiazol-5-yl]phenyl]ethyl]carbamate C(C)(C)(C)OC(N[C@@H](C)C1=CC=C(C=C1)C1=C(N=CS1)CO)=O.COCC=1N=CSC1C1=CC=C(C=C1)[C@H](C)NC(OC(C)(C)C)=O